tert-butyl-propyl-dimethoxysilane C(C)(C)(C)[Si](OC)(OC)CCC